N-(5-((5-chloro-4-((3-ethyl-2-(ethylsulfonamido)phenyl)amino)pyrimidin-2-yl)amino)-2-((2-(dimethylamino)ethyl)(methyl)amino)-4-methoxyphenyl)acrylamide ClC=1C(=NC(=NC1)NC=1C(=CC(=C(C1)NC(C=C)=O)N(C)CCN(C)C)OC)NC1=C(C(=CC=C1)CC)NS(=O)(=O)CC